(3R,5R)-5-(2,3-dihydro-1,4-benzodioxin-6-yl)-1-methylpiperidine-3-amine O1CCOC2=C1C=CC(=C2)[C@H]2C[C@H](CN(C2)C)N